BrC1=C(NC2=NN(C=3C2=NC=CC3)C)C=CC=C1C1=CC=CC=C1 3-(2-bromo-3-phenylanilino)-1-methylpyrazolo[4,5-b]pyridin